4-(4-((3-ethyl-9-fluoro-2-oxo-2,3-dihydro-1H-pyrimido[4,5,6-de]quinazolin-8-yl)methyl)piperazin-1-yl)-3-fluoro-N-methylbenzamide C(C)N1C(NC2=C(C(=CC=3C2=C1N=CN3)CN3CCN(CC3)C3=C(C=C(C(=O)NC)C=C3)F)F)=O